4-(aminomethyl)-1-(3-(3,5-dimethylpyrazol-4-yl)-1H-pyrazolo[3,4-b]pyrazin-6-yl)-4-methylpiperidine NCC1(CCN(CC1)C1=CN=C2C(=N1)NN=C2C=2C(=NNC2C)C)C